3-[4-[6-[[4-(3-isopropylpyrazolo[1,5-a]pyridin-5-yl)pyrimidin-2-yl]amino]-3-pyridinyl]-3-oxo-piperazin-1-yl]azetidine-1-carboxylic acid tert-butyl ester C(C)(C)(C)OC(=O)N1CC(C1)N1CC(N(CC1)C=1C=NC(=CC1)NC1=NC=CC(=N1)C1=CC=2N(C=C1)N=CC2C(C)C)=O